C(C1=CC=CC=C1)OC(=O)N1C[C@@H]2N(CC1)S(OC2)(=O)=O (S)-tetrahydro-[1,2,3]oxathiazolo[3,4-a]pyrazine-5(3H)-carboxylic acid benzyl ester 1,1-dioxide